BrC1=CC2=C(C(=CC=3C(C=4C=C(C=CC4C23)C(F)(F)F)(C)C)O)C(=C1)Br 2,4-dibromo-7,7-dimethyl-9-(trifluoromethyl)-7H-benzo[c]fluoren-5-ol